N[C@@H]1[C@@H](CCCC1)NC1=NC=C(C(=N1)NC=1C=C(C=CC1)C)C(=O)N 2-(((R,2S)-2-aminocyclohexyl)amino)-4-(m-tolylamino)pyrimidine-5-carboxamide